N-(3-chloro-5-(methylsulfonamido)phenyl)-1-(5-(3,3-difluoropyrrolidin-1-yl)pyrimidin-2-yl)-5-methyl-1H-pyrrole-3-carboxamide ClC=1C=C(C=C(C1)NS(=O)(=O)C)NC(=O)C1=CN(C(=C1)C)C1=NC=C(C=N1)N1CC(CC1)(F)F